C(=CC1=CC=CC=C1)C=CC#[N+][O-] styrene-acrylonitrile oxide